2-(4-(2-((5-(3-cyclopropyl-1-methyl-1H-pyrazol-4-yl)benzo[d]thiazol-2-yl)amino)-2-oxoethyl)-2-fluorophenoxy)nicotinamide C1(CC1)C1=NN(C=C1C=1C=CC2=C(N=C(S2)NC(CC2=CC(=C(OC3=C(C(=O)N)C=CC=N3)C=C2)F)=O)C1)C